C(C)(C)(C)C1=NC(=NC=C1)C1CCC2(CN(C2)C(=O)C2CC(C2)(C)O)CC1 (7-(4-(tert-Butyl)pyrimidin-2-yl)-2-azaspiro[3.5]nonan-2-yl)((1s,3s)-3-hydroxy-3-methylcyclobutyl)methanone